C(C)(=O)C1=C(NC(=C(C(=O)O)C1)C(C)=O)C(C)=O triacetyl-1,4-dihydronicotinic acid